tert-butyl (R)-3-(4-(3H-[1,2,3]triazolo[4,5-b]pyridin-3-yl)-2-fluoro-N-(6-(pyridin-2-yl) isoquinolin-1-yl)benzamido)piperidine-1-carboxylate N1=NN(C2=NC=CC=C21)C2=CC(=C(C(=O)N(C1=NC=CC3=CC(=CC=C13)C1=NC=CC=C1)[C@H]1CN(CCC1)C(=O)OC(C)(C)C)C=C2)F